N-(3,4-dimethoxyphenethyl)-2-isopropyl-5,5-dimethylcyclohexanecarboxamide COC=1C=C(CCNC(=O)C2C(CCC(C2)(C)C)C(C)C)C=CC1OC